yttrium-lanthanum [La].[Y]